2-(6-amino-5-(8-(2-(piperidin-4-ylethynyl)pyridin-4-yl)-3,8-diazabicyclo[3.2.1]octan-3-yl)pyridazin-3-yl)phenol NC1=C(C=C(N=N1)C1=C(C=CC=C1)O)N1CC2CCC(C1)N2C2=CC(=NC=C2)C#CC2CCNCC2